(1H-tetrazol-5-yl)quinolin-2-amine N1N=NN=C1C=1C(=NC2=CC=CC=C2C1)N